(4-methoxyphenyl)-6-(p-tolylethynyl)-N-(4-(trifluoromethoxy)phenyl)-1,3,5-triazin-2-amine COC1=CC=C(C=C1)C1=NC(=NC(=N1)C#CC1=CC=C(C=C1)C)NC1=CC=C(C=C1)OC(F)(F)F